ClC1=C(C=CC=C1)C1=C(N=CN1CC=1C=CC2=C(N(C(=N2)C)C)C1)C1CC1 6-[[5-(2-chlorophenyl)-4-cyclopropyl-imidazol-1-yl]methyl]-1,2-dimethyl-benzimidazole